FC1(CCN(CC1)C1=NC(=CC(=N1)C(=O)NNC(C1=C(C=C(C=C1)I)N1CCC2(CC2)CC1)=O)C)F 2-(4,4-difluoropiperidin-1-yl)-N'-(4-iodo-2-(6-azaspiro[2.5]oct-6-yl)benzoyl)-6-methylpyrimidine-4-carbohydrazide